2-(1-acryloyl-4-(6-fluoro-7-(2-fluoro-6-hydroxyphenyl)-1-(2-(methylsulfonyl)phenyl)-2-oxo-1,2-dihydropyridino[2,3-d]pyrimidin-4-yl)piperazin-2-yl)acetonitrile C(C=C)(=O)N1C(CN(CC1)C=1C2=C(N(C(N1)=O)C1=C(C=CC=C1)S(=O)(=O)C)N=C(C(=C2)F)C2=C(C=CC=C2O)F)CC#N